1-t-butoxycarbonyl-4-(3-ethanesulfonylpropyl)piperazine C(C)(C)(C)OC(=O)N1CCN(CC1)CCCS(=O)(=O)CC